CC(C#C)(CCCC(CCCC(CCCC(C)C)C)C)O 3,7,11,15-tetramethyl-1-hexadecyn-3-ol